COC1=C(N)C=CC(=C1)N1CCN(CC1)C 2-methoxy-4-(4-methylpiperazino)aniline